4-(6-Hydrazinyl-9-(3-methylpyridin-2-yl)-9H-purin-2-yl)morpholine N(N)C1=C2N=CN(C2=NC(=N1)N1CCOCC1)C1=NC=CC=C1C